N,N'-methylenebispropionamide C(NC(CC)=O)NC(CC)=O